N1=CC(=CC=C1)C1=NC(=CC(=N1)N1CC2(CN(C2)C(=O)OC(C)(C)C)CC1)NC1=NC=CC(=C1)OC(F)(F)F tert-butyl 6-(2-(pyridin-3-yl)-6-((4-(trifluoromethoxy) pyridin-2-yl) amino) pyrimidin-4-yl)-2,6-diazaspiro[3.4]octane-2-carboxylate